C(CCC)C1=C(CCP(O1)(OCC)=O)[Se]C1=CC=CC=C1 6-Butyl-2-ethoxy-5-(phenylselanyl)-3,4-dihydro-1,2-oxaphosphinine 2-oxide